Nitroquinolone C1=CC=C2C(=C1)C=C(C(=O)N2)[N+](=O)[O-]